(S)-N-((R)-1-(5-carbamimidoylthiophen-2-yl)ethyl)-7-((4-phenoxybutanoyl)glycyl)-1,4-dioxa-7-azaspiro[4.4]nonane-8-carboxamide C(N)(=N)C1=CC=C(S1)[C@@H](C)NC(=O)[C@H]1N(CC2(OCCO2)C1)C(CNC(CCCOC1=CC=CC=C1)=O)=O